2-(1-benzyl-3-methoxypyrrolidin-3-yl)-N,N-dimethylpropan-2-amine C(C1=CC=CC=C1)N1CC(CC1)(OC)C(C)(C)N(C)C